O=CCC(=O)[O-] 3-oxopropanoate